C1(CC1)C1=CC(=NO1)C1(CCN(CC1)C(=O)NC1=C(C=CC=C1C=1C=NC(=CC1)C(C)C)F)C 4-(5-cyclopropyl-1,2-oxazol-3-yl)-N-{2-fluoro-6-[6-(propan-2-yl)pyridin-3-yl]phenyl}-4-methylpiperidine-1-carboxamide